6-(4-Chloro-3-fluorophenyl)-3-cyclopropyl-N-[(1s)-1-(4-fluorophenyl)-2-hydroxy-2-methylpropyl]-4-oxo-4,5-dihydropyrazolo[1,5-a]pyrazine-2-carboxamide ClC1=C(C=C(C=C1)C=1NC(C=2N(C1)N=C(C2C2CC2)C(=O)N[C@H](C(C)(C)O)C2=CC=C(C=C2)F)=O)F